COC1=NC=C(C=C1)CCCOC methoxy-5-(3-methoxypropyl)pyridine